1-(2-methylphenyl)-2-nitroethanone CC1=C(C=CC=C1)C(C[N+](=O)[O-])=O